NCC1C2C(CC(C1)C2)CN 2,6-diaminomethyl-bicyclo[2.2.1]heptane